Thymyl trans-1,2-dimethylcyclopropanecarboxylate C[C@@]1([C@@H](C1)C)C(=O)OC1=CC(C)=CC=C1C(C)C